ClC=1C=C2C(=NN(C2=C(C1)C)C=1C=NC(=CC1)F)I 5-chloro-1-(6-fluoropyridin-3-yl)-3-iodo-7-methyl-1H-indazole